BrC1=C(C=C2C(=NC(=NC2=C1F)Cl)NC1CN(C1)C(=O)OC(C)(C)C)C1=COC=C1 tert-butyl 3-[[7-bromo-2-chloro-8-fluoro-6-(3-furyl)quinazolin-4-yl]amino]azetidine-1-carboxylate